(5S,6R)-5-(4-(4-(dimethoxymethyl)piperidin-1-yl)phenyl)-8,8-difluoro-6-(p-tolyl)-5,6,7,8-tetrahydronaphthalen-2-ol COC(C1CCN(CC1)C1=CC=C(C=C1)[C@H]1C=2C=CC(=CC2C(C[C@H]1C1=CC=C(C=C1)C)(F)F)O)OC